3,4-difluoro-2-(2-fluoro-4-iodoanilino)-5-[[3-fluoro-2-(methylsulfamoylamino)pyridin-4-yl]methyl]-N-(2-methoxyethoxy)benzamide FC=1C(=C(C(=O)NOCCOC)C=C(C1F)CC1=C(C(=NC=C1)NS(NC)(=O)=O)F)NC1=C(C=C(C=C1)I)F